C([O-])([O-])=O.[Co+2] Cobalt(II) carbonate